6-((3-Fluorobicyclo[1.1.1]pentan-1-yl)(methyl)amino)-2,8-dimethylpyrido[2,3-d]pyrimidine-4,7(3H,8H)-dione FC12CC(C1)(C2)N(C2=CC1=C(N=C(NC1=O)C)N(C2=O)C)C